ClC=1C(=CC2=C(C=NS2)C1)OC 5-chloro-6-methoxybenzo[d]isothiazole